5-dodecylbicyclo[2.2.1]hept-2-ene C(CCCCCCCCCCC)C1C2C=CC(C1)C2